FC(C1=C(N)C=CC(=C1)SC)(F)F 2-trifluoromethyl-4-(methylthio)aniline